FC(C1=CC=CC=C1)N1C(=NC=2C=CC3=C(C2C1N)C=CN3)N 2-(fluorobenzyl)-7H-pyrrolo[3,2-f]quinazoline-1,3-diamine